C(C)(C)(C)OC(=O)N1CCN(CC1)C(=O)C=1N(C2=CC(=CC=C2C1C=O)OC)C 4-(3-formyl-6-methoxy-1-methyl-1H-indole-2-carbonyl)piperazine-1-carboxylic acid tert-butyl ester